ClC=1C=C(C=NC1OCC1(CCOCC1)F)S(=O)(=O)NC(C1=C(C=CC=C1)OC=1C=C2C(=NC1)NC=C2)=O N-({5-chloro-6-[(4-fluorotetrahydro-2H-pyran-4-yl)methoxy]pyridin-3-yl}sulfonyl)-2-(1H-pyrrolo[2,3-b]pyridin-5-yloxy)benzamide